FC1=C(C=C(C=C1)F)[C@@H]1N(CCC1)C1=NC=2N(C=C1)N=CC2C(=O)N2CCC(CC2)CC(=O)O (R)-2-(1-(5-(2-(2,5-difluorophenyl)pyrrolidin-1-yl)pyrazolo[1,5-a]pyrimidine-3-carbonyl)piperidin-4-yl)acetic acid